2'-deoxycytidine HCl Cl.[C@@H]1(C[C@H](O)[C@@H](CO)O1)N1C(=O)N=C(N)C=C1